C(C)\[N+](\CCOCCOC)=C/1\C=CC2=NC3=CC(=C(C=C3OC2=C1)NCC)C (E)-N-ethyl-N-(7-(ethylamino)-8-methyl-3H-phenoxazin-3-ylidene)-2-(2-methoxyethoxy)ethan-1-aminium